2,2-bis[[(2-cyano-3,3-diphenylacryloyl)oxy]-methyl]propane C(#N)C(C(=O)OCC(C)(C)COC(C(=C(C1=CC=CC=C1)C1=CC=CC=C1)C#N)=O)=C(C1=CC=CC=C1)C1=CC=CC=C1